C1=NC=C(C2=CC=CC=C12)N1C(N(CC1C#N)C=1C(=NC=C(C1)C(F)(F)F)C)=O 3-(isoquinolin-4-yl)-1-(2-methyl-5-(trifluoromethyl)pyridin-3-yl)-2-oxoimidazoline-4-carbonitrile